C1(CC1)C1=C(C(=NO1)C1=C(C=CC=C1Cl)Cl)COC1CC2CCC(C1)N2/C(=N/O)/N (E)-3-((5-cyclopropyl-3-(2,6-dichlorophenyl)isoxazol-4-yl)methoxy)-N'-hydroxy-8-azabicyclo[3.2.1]octane-8-carboxamidine